(isoxazol-3-yl)propionic acid ethyl ester C(C)OC(C(C)C1=NOC=C1)=O